C(C)OC(=O)[C@@H]1CC[C@H](CC1)N1CCN(CC1)C trans-4-(4-methylpiperazin-1-yl)cyclohexanecarboxylic acid ethyl ester